2-methyl-2H-pyrazolo[3,4-b]pyridine-5-boronic acid CN1N=C2N=CC(=CC2=C1)B(O)O